BrC=1C=NC=C(C1CC1=CC=C(C=C1)OC(F)(F)F)N1N=CC=C1 3-bromo-5-(1H-pyrazol-1-yl)-4-[[4-(trifluoromethoxy)phenyl]methyl]pyridine